ClC=1C=C2C(=NN(C2=CC1C#N)COCC[Si](C)(C)C)C1=CC(=C2CCN(CC2=C1)C)C 5-chloro-3-(2,5-dimethyl-1,2,3,4-tetrahydroisoquinolin-7-yl)-1-((2-(trimethylsilyl)ethaneOxy)methyl)-1H-indazole-6-carbonitrile